3,3-bis(4-cyanatophenyl)-2-methylheptane O(C#N)C1=CC=C(C=C1)C(C(C)C)(CCCC)C1=CC=C(C=C1)OC#N